6-((3-methoxy-4-((1-propyl-1H-pyrazol-4-yl)methoxy)phenyl)amino)-3-morpholino-quinoxaline-5-carbonitrile COC=1C=C(C=CC1OCC=1C=NN(C1)CCC)NC1=C(C=2N=C(C=NC2C=C1)N1CCOCC1)C#N